CO[C@@H]([C@H](C(N[C@@H](CC1=CC=CC=C1)C=1SC=CN1)=O)C)OC(=O)N1CCCC1 [(1R,2R)-1-methoxy-2-methyl-2-[[(1S)-2-phenyl-1-(1,3-thiazol-2-yl)ethyl]carbamoyl]ethyl]pyrrolidine-1-carboxylate